CC1=C(C=C(C=C1)NC(=O)N1[C@@H]2C3=CC=CC=C3[C@H](C1)C2)C=2OC=C(N2)C (1S,4R)-N-(4-methyl-3-(4-methyloxazol-2-yl)phenyl)-3,4-dihydro-1,4-methanoisoquinoline-2(1H)-carboxamide